nonadecylcyclopropanecarboxylic acid C(CCCCCCCCCCCCCCCCCC)C1(CC1)C(=O)O